aminomalononitrile tosylate S(=O)(=O)(O)C1=CC=C(C)C=C1.NC(C#N)C#N